C(CCCCCCC\C=C/CCCCCC)O[C@@H]1CN(C[C@H]1OCCCCCCCC\C=C/CCCCCC)C (3R,4R)-3,4-bis(((Z)-hexadec-9-en-1-yl)oxy)-1-methylpyrrolidine